N-[(1S)-2-Hydroxy-1-{3-[3-(trifluoromethyl)phenyl]-1,2,4-oxadiazol-5-yl}ethyl]-4-(morpholin-4-yl)benzamid OC[C@@H](C1=NC(=NO1)C1=CC(=CC=C1)C(F)(F)F)NC(C1=CC=C(C=C1)N1CCOCC1)=O